tert-Butyl (R)-((4-chloro-1-methyl-1H-pyrazol-3-yl)(1-methylcyclopentyl)methyl)-carbamate ClC=1C(=NN(C1)C)[C@@H](C1(CCCC1)C)NC(OC(C)(C)C)=O